C(C1=CC=CC=C1)N(C1CCC(CC1)(C(F)(F)F)OCC(C)OC)CC1=CC=CC=C1 (1r,4r)-N,N-dibenzyl-4-(2-methoxypropoxy)-4-(trifluoromethyl)cyclohexan-1-amine